4-hydroxy-6-morpholinopyrazolo[1,5-a]pyridine-3-carbonitrile OC=1C=2N(C=C(C1)N1CCOCC1)N=CC2C#N